N1=C(C=CC=C1)C=1CC=NCC1 3',6'-dihydro-[2,4'-bipyridin]